3-fluoro-4-methoxy-2'-hydroxy-4',5',6'-trimethoxychalcone FC=1C=C(C=CC1OC)\C=C\C(=O)C1=C(C=C(C(=C1OC)OC)OC)O